(R)-1'-(5-((3-chloro-2-(cyclopropylamino)pyridin-4-yl)thio)-1H-imidazo[4,5-b]pyrazin-2-yl)-3H-spiro[benzofuran-2,4'-piperidin]-3-amine ClC=1C(=NC=CC1SC=1N=C2C(=NC1)NC(=N2)N2CCC1(CC2)OC2=C([C@H]1N)C=CC=C2)NC2CC2